Cl.NCCCCCCC(=O)OC methyl 7-aminoheptanoate hydrochloride